ClC1=CC(=NC=C1)NC(=S)NC1=CC=C(C=C1)OC N-(4-chloropyridin-2-yl)-N'-(4-methoxyphenyl)thiourea